Cl.FC1(CC12CCNCC2)F 1,1-difluoro-6-azaspiro[2.5]Octane hydrochloride